2-[6-amino-5-(piperazin-1-yl)pyridazin-3-yl]phenol NC1=C(C=C(N=N1)C1=C(C=CC=C1)O)N1CCNCC1